O=C1CCC(N1C(=O)OC)C(=O)[O-] methyl 5-oxopyrrolidine-1,2-dicarboxylate